FC(C=1C=CC=2N(N1)C(=CN2)C2=CC(=NC=N2)N2CC(N(CC2)C)C(=O)N)F 4-(6-(6-(difluoromethyl)imidazo[1,2-b]pyridazin-3-yl)pyrimidin-4-yl)-1-methylpiperazine-2-carboxamide